N1(CCCC1)C(CC=1SC2=C(N1)C=C(C=C2)[C@@H]2NC[C@H](CC2)C)C 2-(2-pyrrolidin-1-ylpropyl)-5-[(2R,5S)-5-methyl-2-piperidyl]-1,3-benzothiazole